7-(2,2,6,6-tetramethyl-1,2,3,6-tetrahydropyridin-4-yl)imidazo[1,2-a]pyrimidin CC1(NC(C=C(C1)C1=NC=2N(C=C1)C=CN2)(C)C)C